C(C)C(C(CC)CC)P(O)(=O)C(CCCC)CCC (1,2-diethylbutyl)(1-propylpentyl)phosphinic acid